2,8-Quinoline-dicarboxylic acid N1=C(C=CC2=CC=CC(=C12)C(=O)O)C(=O)O